tert-butyl 4-(5-((3,4-dichlorophenyl)difluoromethyl)-1,3,4-oxadiazol-2-yl)-2-(thiazole-5-carbonyl)-2,8-diazaspiro[4.5]decane-8-carboxylate ClC=1C=C(C=CC1Cl)C(C1=NN=C(O1)C1CN(CC12CCN(CC2)C(=O)OC(C)(C)C)C(=O)C2=CN=CS2)(F)F